CNC1=NC=NC(=C1)N 4-N-methylpyrimidine-4,6-diamine